ClC1=C(C=CC=C1C1=C(C(=NC=C1)C1=CC(=C(C=C1)CNC1CCC(CC1)O)OC)C)C1=CC=C(C(=N1)OC)CNC1CCC(CC1)O (1r,4s)-4-(((6-(2-chloro-3-(2-(4-((((1s,4s)-4-hydroxycyclohexyl)amino)methyl)-3-methoxyphenyl)-3-methylpyridin-4-yl)phenyl)-2-methoxypyridin-3-yl)methyl)amino)cyclohexan-1-ol